4-[2-[[5-(Azidomethyl)oxolan-2-yl]acetyl]piperazin-1-yl]pyridine-3-carbonitrile N(=[N+]=[N-])CC1CCC(O1)CC(=O)C1N(CCNC1)C1=C(C=NC=C1)C#N